C(C)OC(COC1C[C@H]2CC[C@@H](C1)N2C(=O)OC(C)(C)C)=O (1R,3s,5S)-tert-butyl 3-(2-ethoxy-2-oxoethoxy)-8-azabicyclo[3.2.1]octane-8-carboxylate